4-fluoro-α-(2-methyl-1-oxopropyl)-γ-oxo-N,β-diphenylphenylbutylamide FC1=CC=C(C=C1)CC(C(C(C(C(C)C)=O)[N-]C1=CC=CC=C1)C1=CC=CC=C1)=O